C(C)(=O)NC(CCC(C(=O)OC)NC(=O)OCC1=CC=CC=C1)=O methyl 5-acetylamino-2-(((benzyloxy) carbonyl) amino)-5-oxopentanoate